ClC1=NC=C2N(C(N(C2=N1)[C@@H]1CN(CC1)CC1(CC1)C(F)(F)F)=O)C1=CC=C(C(=O)OC)C=C1 Methyl 4-{2-chloro-8-oxo-9-[(3S)-1-{[1-(trifluoromethyl)cyclopropyl]methyl}-3-pyrrolidinyl]-8,9-dihydro-7H-purine-7-yl}benzoate